C1(CC1)C([C@@H](C(=O)NC1=CC=C(C=C1)C=1C(=NNC1C)C)NC(=O)C1=CC=NN1C(C=C)C=C)C1CC1 (S)-N-(1,1-dicyclopropyl-3-((4-(3,5-dimethyl-1H-pyrazol-4-yl)phenyl)amino)-3-oxopropan-2-yl)-1-(penta-1,4-dien-3-yl)-1H-pyrazole-5-carboxamide